6-chloro-7,8-difluoro-1-(1-methylcyclopropyl)-4-oxo-1,4-dihydroquinoline-3-carboxylic acid ClC=1C=C2C(C(=CN(C2=C(C1F)F)C1(CC1)C)C(=O)O)=O